6-fluoro-7-(2-fluoro-6-hydroxyphenyl)-4-((2S)-2-methyl-4-(2-propenoyl)-1-piperazinyl)-1-(3-(2-propanyl)-2-pyrazinyl)pyrido[2,3-d]pyrimidin-2(1H)-one FC1=CC2=C(N(C(N=C2N2[C@H](CN(CC2)C(C=C)=O)C)=O)C2=NC=CN=C2C(C)C)N=C1C1=C(C=CC=C1O)F